CON1C=C(C=CC1=O)[C@@H]1OCC[C@@H](C1)C(=O)OC methyl (2R,4S)-2-(1-methoxy-6-oxo-3-pyridyl)tetrahydropyran-4-carboxylate